FC(OC1=C(C=C(C=C1)OC(F)F)C1=NN(C=C1NC(=O)C=1C=NN2C1N=CC=C2)CC2=NN=NN2C2CCNCC2)F N-[3-[2,5-bis(difluoromethoxy)phenyl]-1-[[1-(4-piperidyl)tetrazol-5-yl]methyl]pyrazol-4-yl]pyrazolo[1,5-a]pyrimidine-3-carboxamide